2-(7-((2S,5R)-4-(1-(benzo[c]isothiazol-5-yl)ethyl)-2,5-diethylpiperazin-1-yl)-4-methyl-5-oxo-4,5-dihydro-2H-pyrazolo[4,3-b]pyridin-2-yl)acetonitrile N=1SC=C2C1C=CC(=C2)C(C)N2C[C@@H](N(C[C@H]2CC)C=2C=1C(N(C(C2)=O)C)=CN(N1)CC#N)CC